3,4-epoxycyclohexylmethyl-3,4-epoxycyclohexenecarboxylate C1(CC2C(CC1)O2)COC(=O)C2=CC1C(CC2)O1